FC1=C(C(=CC=C1)F)C1=CC(=CC2=C1C(=NO2)N2C(N1C(=C2)C([C@@H](C1)NS(=O)(=O)CC)(F)F)=O)COC N-{(6R)-2-[4-(2,6-difluorophenyl)-6-(methoxymethyl)-1,2-benzoxazol-3-yl]-7,7-difluoro-3-oxo-2,5,6,7-tetrahydro-3H-pyrrolo[1,2-c]imidazol-6-yl}ethanesulfonamide